(3R,5R)-3-amino-5-fluoropiperidine-1-carboxylate N[C@H]1CN(C[C@@H](C1)F)C(=O)[O-]